(R)-N-(1-(3,5-difluorobenzyl)-1H-imidazol-4-yl)-2,2-difluorospiro[2.3]hexane-1-carboxamide FC=1C=C(CN2C=NC(=C2)NC(=O)[C@@H]2C(C23CCC3)(F)F)C=C(C1)F